BrC1=C(C(=CC(=C1)F)C(NC1CC1)=O)NC(=O)[C@@H]1OCCCC1 (2R)-N-[2-bromo-6-(cyclopropylcarbamoyl)-4-fluoro-phenyl]tetrahydropyran-2-carboxamide